C1(=CC(=CC=C1)C1NC2=CC=CC=C2C(N1)=O)C1=CC=CC=C1 2-(Biphenyl-3-yl)-2,3-dihydroquinazolin-4(1H)-one